CC1=CC(=C(C=2SC3=CC=CC=C3C(C12)=O)O)CC=C 1-methyl-4-hydroxy-3-(2-propen-1-yl)thioxanthone